1-methyl-1-(3-sulfopropyl)piperazin-1-ium C[N+]1(CCNCC1)CCCS(=O)(=O)O